C(CC)OC(CC)=O Propionic acid 1-Propyl ester